4-(4-((1R,3r,5S)-8-azabicyclo[3.2.1]octan-3-yl)-2-(((S)-1-methylpyrrolidin-2-yl)Methoxy)-5,6-dihydropyrido[3,4-d]pyrimidin-7(8H)-yl)naphthalen-2-ol [C@H]12CC(C[C@H](CC1)N2)C=2C1=C(N=C(N2)OC[C@H]2N(CCC2)C)CN(CC1)C1=CC(=CC2=CC=CC=C12)O